BrC1=NN(C(=N1)C(CCOC1OCCCC1)O)COC 1-(3-bromo-1-(methoxymethyl)-1H-1,2,4-triazol-5-yl)-3-((tetrahydro-2H-pyran-2-yl)oxy)propan-1-ol